tert-butyl (2S,4R)-4-hydroxy-2-[[2-oxo-3-[2-(trifluoromethyl)phenyl]propyl]carbamoyl]pyrrolidine-1-carboxylate O[C@@H]1C[C@H](N(C1)C(=O)OC(C)(C)C)C(NCC(CC1=C(C=CC=C1)C(F)(F)F)=O)=O